FC(C1(CC(=CC=C1N)C1=CC=C(N)C=C1)C(F)(F)F)(F)F 3,3-bis(trifluoromethyl)benzidine